CC(C(=O)N)(C)N1N=C(C(=C1)NC1=NC=C(C(=C1)NCCCN1CCOCCC1=O)C(F)(F)F)C 2-methyl-2-(3-methyl-4-((4-((3-(5-oxo-1,4-oxazepan-4-yl)propyl)amino)-5-(trifluoromethyl)pyridin-2-yl)amino)-1H-pyrazol-1-yl)propanamide